FC1=C(C(=C(C=C1OC)OC)F)C1=CC2=C(N=C(N=C2)N[C@@H]2COCC[C@@H]2NC(C=C)=O)C(=N1)C1CCNCC1 N-((3S,4S)-3-((6-(2,6-difluoro-3,5-dimethoxyphenyl)-8-(piperidin-4-yl)pyrido[3,4-d]pyrimidin-2-yl)amino)tetra-hydro-2H-pyran-4-yl)acrylamide